5-(trifluoromethyl)-1,4-diazepane FC(C1NCCNCC1)(F)F